L-aspartic acid di-tertiary butyl ester hydrochloride Cl.C(C)(C)(C)OC([C@@H](N)CC(=O)OC(C)(C)C)=O